2-chloro-6-bromo-8-trifluoromethylquinazoline ClC1=NC2=C(C=C(C=C2C=N1)Br)C(F)(F)F